5-bromo-N2-(4-methoxybenzyl)-N4-(3-(methylsulfonyl)phenyl)pyridine-2,4-diamine BrC=1C(=CC(=NC1)NCC1=CC=C(C=C1)OC)NC1=CC(=CC=C1)S(=O)(=O)C